C(C1=CC=CC=C1)OC(=O)N[C@H](C(=O)OC)CC12CC(C1)(C2)OC(C)(C)C methyl (2S)-2-[[(benzyloxy)carbonyl]amino]-3-[3-(tert-butoxy)bicyclo[1.1.1]pentan-1-yl]propanoate